C(C)(C)(C)OC(=O)N1CCCC2=CC=C(N=C12)CCN1N=CC(=C1)C=O 7-(2-(4-formyl-1H-pyrazol-1-yl)ethyl)-3,4-dihydro-1,8-naphthyridine-1(2H)-carboxylic acid tert-butyl ester